C(CCCCCCC\C=C/CCCCCCCC)(=O)[O-].C(CCCCCCC\C=C/CCCCCCCC)(=O)[O-].[Cu+2] copper dioleate